FC=1C=CC(=C(C(=O)N2[C@@H](COCC2)C)C1)C=1C=C(N2C1C=NC=C2C)CC2CN(C2)CC2CCNCC2 (3R)-4-{5-fluoro-2-[4-methyl-6-({1-[(piperidin-4-yl)methyl]azetidin-3-yl}methyl)pyrrolo[1,2-a]pyrazin-8-yl]benzoyl}-3-methylmorpholine